BrC1=CN(C=2N=C(N=CC21)Cl)C 5-bromo-2-chloro-7-methyl-7H-pyrrolo[2,3-d]pyrimidine